C1(CC1)N(C1=CN=CN=N1)[C@@H]1C[C@H]2C[C@@H]([C@@H](C1)N2)F 6-{cyclopropyl[(1S,3R,5R,6S)-6-fluoro-8-azabicyclo[3.2.1]octan-3-yl]amino}-1,2,4-triazin